methyl 3-fluoro-5-[5-(4-fluorophenyl)-6-isopropyl-1H-pyrrolo[2,3-f]indazol-7-yl]benzoate FC=1C=C(C(=O)OC)C=C(C1)C1=C(N(C=2C=C3C=NNC3=CC21)C2=CC=C(C=C2)F)C(C)C